5-((5-(2-methoxy-6-(2-(piperazin-1-yl)ethyl)phenyl)-1H-pyrazol-3-yl)amino)pyrazine-2-carbonitrile COC1=C(C(=CC=C1)CCN1CCNCC1)C1=CC(=NN1)NC=1N=CC(=NC1)C#N